(rac)-(2'S,3'R,5'S)-5'-allyl-6-chloro-3'-(3-chlorophenyl)-1'-(cyclopropylmethyl)-1-((2-(trimethylsilyl)ethoxy)methyl)spiro[indoline-3,2'-piperidine]-2,6'-dione C(C=C)[C@H]1C[C@@H]([C@@]2(N(C1=O)CC1CC1)C(N(C1=CC(=CC=C12)Cl)COCC[Si](C)(C)C)=O)C1=CC(=CC=C1)Cl |r|